1,3-Xylene diisocyanate [N-]=C=O.[N-]=C=O.C1(=CC(=CC=C1)C)C